1-((1H-indol-3-yl)methyl)cyclopropane-1-amine N1C=C(C2=CC=CC=C12)CC1(CC1)N